3,6,9-triaza-3,6,9-tri(carboxymethyl)-4-(4-ethoxybenzyl)-undecanedioic acid C(=O)(O)CN(CC(=O)O)C(CN(CCN(CC(=O)O)CC(=O)O)CC(=O)O)CC1=CC=C(C=C1)OCC